2-(6-chloropyridin-3-yl)-3-(3-(morpholin-4-yl)prop-1-ynyl)-6-(5-(trifluoromethyl)-2H-pyrazol-3-yl)phenol ClC1=CC=C(C=N1)C1=C(C(=CC=C1C#CCN1CCOCC1)C=1NN=C(C1)C(F)(F)F)O